ONS(=O)=O N-hydroxylsulfonamide